5-(1-(2,2-difluoroethyl)-2-methyl-1H-benzo[d]imidazol-6-yl)-N-((3S,4R)-3-fluoro-1-(oxetan-3-yl)piperidin-4-yl)-4-methoxypyrrolo[2,1-f][1,2,4]triazin-2-amine FC(CN1C(=NC2=C1C=C(C=C2)C=2C=CN1N=C(N=C(C12)OC)N[C@H]1[C@H](CN(CC1)C1COC1)F)C)F